FC=1C=C(C(=NC1)O)[C@@H]1N(CCC1)C1=NC=2N(C=C1)N=CC2C(=O)OCC (R)-ethyl 5-(2-(5-fluoro-2-hydroxypyridin-3-yl)pyrrolidin-1-yl)pyrazolo[1,5-a]pyrimidine-3-carboxylate